6-(3-Bromo-1-(3-chloropyridin-2-yl)-1H-pyrazol-5-carboxamido)-N-isopropylpyrazolo[1,5-a]pyridin-7-carboxamid BrC1=NN(C(=C1)C(=O)NC=1C=CC=2N(C1C(=O)NC(C)C)N=CC2)C2=NC=CC=C2Cl